C(C)(C)(C)OC(=O)N1CCC(CC1)(CC1=NC=CC=C1)C#N 4-Cyano-4-(pyridin-2-ylmethyl)piperidine-1-carboxylic acid tert-butyl ester